COO[C@H]1[C@@H](O[C@@H]([C@H]1O)CO)N1C=NC=2C(O)=NC=NC12 2'-O-methoxyinosine